2-(2-methoxyphenyl)-5-(1-methyl-1H-pyrazol-4-yl)imidazo[1,2-a]pyrimidin-7-amine COC1=C(C=CC=C1)C=1N=C2N(C(=CC(=N2)N)C=2C=NN(C2)C)C1